N-(2-methoxyethyl)-N-methyl-N2-[2-(1-methyl-1H-pyrazol-4-yl)-7-(trifluoromethyl)[1,2,4]triazolo[1,5-c]quinazolin-5-yl]-D-alaninamide COCCN(C([C@H](NC1=NC=2C(=CC=CC2C=2N1N=C(N2)C=2C=NN(C2)C)C(F)(F)F)C)=O)C